FC(C(=O)O)(F)F.FC1=C(C=CC=C1)S(=O)(=O)NC=1C(=NC=C(C1)C=1C=CC=2N=CN=C(C2N1)N1CCNCC1)OC 2-fluoro-N-(2-methoxy-5-(4-(piperazin-1-yl)pyrido[3,2-d]pyrimidine-6-yl)pyridin-3-yl)benzenesulfonamide trifluoroacetate